ClC1=CC2=C(NC(=N2)C(=O)N2CCN(CC2)C(C2=CN=C(C=C2)OC)=O)C=C1 (5-chloro-1H-benzo[d]imidazol-2-yl)(4-(6-methoxynicotinoyl)piperazin-1-yl)methanone